C(#N)[C@@]1(N(CC1)C(=O)C1=NC(=C2N1CCC1=CC(=C(C=C21)C=2C(=NC=CC2)C#N)OC)C2=CC=C(C=C2)F)C (R)-3-(3-(2-cyano-2-methylazetidine-1-carbonyl)-1-(4-fluorophenyl)-8-methoxy-5,6-dihydroimidazo[5,1-a]isoquinolin-9-yl)picolinonitrile